N[C@@H]1C=2C(=CC=CC2CC12CCN(CC2)C2=CN=C1C(=N2)NN=C1N1CCCC2=NC=CC=C12)C#N (3S)-3-amino-1'-[3-(1,2,3,4-tetrahydro-1,5-naphthyridin-1-yl)-1H-pyrazolo[3,4-b]pyrazin-6-yl]-1,3-dihydrospiro[indene-2,4'-piperidine]-4-carbonitrile